COC(CCCCCCCC1C(C1)CCCCCCCCC(CCCCCCCC)CN(C)C)=O.CC(C)(C(C)(C1=CC=C(C=C1)[N+](=O)[O-])C)C1=CC=C(C=C1)[N+](=O)[O-] 2,3-dimethyl-2,3-bis(p-nitrophenyl)butane methyl-8-(2-{9-[(dimethylamino)methyl]heptadecyl}cyclopropyl)octanoate